4-(cyclopentylmethoxy)-5-cyclopropyl-N-((4-(((1S,2S)-2-(dimethylamino)cyclohexyl)oxy)-2-fluorophenyl)sulfonyl)-2-fluorobenzamide C1(CCCC1)COC1=CC(=C(C(=O)NS(=O)(=O)C2=C(C=C(C=C2)O[C@@H]2[C@H](CCCC2)N(C)C)F)C=C1C1CC1)F